ClC1=C(C=C(C(=C1)C)F)C=1C=C(C=2C=NN(C2C1)C(=O)OC(C)(C)C)C(=O)OC 1-(tert-Butyl) 4-methyl 6-(2-chloro-5-fluoro-4-methylphenyl)-1H-indazole-1,4-dicarboxylate